Cl.OC1=CC(NC=2CNCCC12)=O 4-hydroxy-5,6,7,8-tetrahydro-1,7-naphthyridin-2(1H)-one hydrochloride